C(C)(C)(C)N1N=CC(=C1F)NC(C1=C(C=C(C(=C1)C=1C=C(C=2N(C1)N=C(N2)C)N2CCOCC2)C)F)=O N-(1-(tert-Butyl)-5-fluoro-1H-pyrazol-4-yl)-2-fluoro-4-methyl-5-(2-methyl-8-morpholino-[1,2,4]triazolo[1,5-a]pyridin-6-yl)benzamide